[Si](C)(C)(C(C)(C)C)OCCC1=CC(=NC=C1)C(C)C 4-(2-((tert-butyldimethylsilyl)oxy)ethyl)-2-isopropylpyridin